COC=1C2=C(N=C(N1)N[C@@H](COC)C)NC=C2C2=NC=1N(C=C2)N=CC1 (R)-4-methoxy-N-(1-methoxypropan-2-yl)-5-(pyrazolo[1,5-a]pyrimidin-5-yl)-7H-pyrrolo[2,3-d]pyrimidin-2-amine